4-(((2-hydroxyethyl)amino)methyl)benzamide OCCNCC1=CC=C(C(=O)N)C=C1